N-Boc-o-phenylenediamine C(=O)(OC(C)(C)C)NC1=C(C=CC=C1)N